CC1(C(CC2=CC=CC=C12)NC=1C=CC(=NC1)[C@@H](C(F)(F)F)N(C(=O)C1CCNCC1)C)C N-((1S)-1-(5-((1,1-dimethyl-2,3-dihydro-1H-inden-2-yl)amino)pyridin-2-yl)-2,2,2-trifluoroethyl)-N-methylpiperidine-4-carboxamide